[Si](C1=CC=CC=C1)(C1=CC=CC=C1)(C(C)(C)C)OCCN1C(C2=C(C(=C1)C#N)N(C(=C2)C(=O)O)C)=O 5-(2-((tert-butyldiphenylsilyl)oxy)ethyl)-7-cyano-1-methyl-4-oxo-4,5-dihydro-1H-pyrrolo[3,2-c]pyridine-2-carboxylic acid